IC1=CC=C(N=N1)N(C1C[C@@H]2CCC(C1)N2C(=O)[O-])C (S)-3-[(6-iodopyridazin-3-yl)(methyl)amino]-8-azabicyclo[3.2.1]octane-8-carboxylate